C(CCC)C1CC=C(CC1)C=C 4-butyl-1-vinylcyclohex-1-ene